C(C)(C)(C)OC(=O)N1CC(C[C@H](C1)N1S(CCCCC1)(=O)=O)(F)F (5R)-5-(1,1-dioxo-1λ6,2-thiazepan-2-yl)-3,3-difluoropiperidine-1-carboxylic acid tert-butyl ester